5-fluoro-1-(oxetan-3-yl)pyrazole-4-sulfonamide FC1=C(C=NN1C1COC1)S(=O)(=O)N